8-(tert-butoxycarbonyl)-tetracyclo[4.4.0.12,5.17,10]-3-dodecene C(C)(C)(C)OC(=O)C1C2C3C4C=CC(C3C(C1)C2)C4